2-fluorophenylacetic acid methyl ester COC(CC1=C(C=CC=C1)F)=O